[N+](=O)([O-])C=1C=C(C=CC1)SC1=CC(=CC=C1)[N+](=O)[O-] bis(3-nitrophenyl)sulfane